(3S,6S)-6-(5-amino-2-fluorophenyl)-3-fluoro-3-(fluoromethyl)-6-methylpiperidine-2-thione NC=1C=CC(=C(C1)[C@@]1(CC[C@@](C(N1)=S)(CF)F)C)F